6,11-dihydrobenzo[e]thieno[3',2':5,6]benzo[1,2-b]thiepin-6-ol S1C=CC=2C=CC3=C(SCC4=C(C3O)C=CC=C4)C21